3-(3-methyl-2-oxo-5-[3-[2-(piperidin-4-yloxy)ethoxy]propyl]-1,3-benzodiazol-1-yl)piperidine-2,6-dione hydrochloride Cl.CN1C(N(C2=C1C=C(C=C2)CCCOCCOC2CCNCC2)C2C(NC(CC2)=O)=O)=O